FC1=C(C(=CC=C1C=1C(=NNC1)F)O)N1CC(NS1(=O)=O)=O 5-(2-fluoro-3-(3-fluoro-1H-pyrazol-4-yl)-6-hydroxyphenyl)-1,2,5-thiadiazolidin-3-one 1,1-dioxide